4-[3-[(3R,9aS)-3-[2-oxo-6-(trifluoromethyl)-1H-pyridin-3-yl]-3,4,6,7,9,9a-hexahydro-1H-pyrazino[2,1-c][1,4]oxazine-8-carbonyl]-2-chloro-5-fluorophenyl]-1H-pyrrole-2-carbonitrile O=C1NC(=CC=C1[C@@H]1CN2[C@H](CO1)CN(CC2)C(=O)C=2C(=C(C=C(C2)F)C=2C=C(NC2)C#N)Cl)C(F)(F)F